3,5-dimethyl-4-(1-(4-(trifluoromethyl)benzyl)-1H-imidazo[4,5-b]pyridin-6-yl)isoxazole CC1=NOC(=C1C=1C=C2C(=NC1)N=CN2CC2=CC=C(C=C2)C(F)(F)F)C